palmitoyl-2-linoleoyl-sn-glycero-3-phosphocholine C(CCCCCCCCCCCCCCC)(=O)C(OP(OC[C@@H](CO)OC(CCCCCCC\C=C/C\C=C/CCCCC)=O)(=O)[O-])C[N+](C)(C)C